CC(CCOC(CC1=CC=CC=C1)OCCC(CCC=C(C)C)C)CCC=C(C)C [2,2-bis[(3,7-dimethyl-6-octenyl)oxy]ethyl]-benzene